2-(benzylamino)ethyl (S)-6-diazo-2-((S)-2-methoxypropanamido)-5-oxohexanoate [N+](=[N-])=CC(CC[C@@H](C(=O)OCCNCC1=CC=CC=C1)NC([C@H](C)OC)=O)=O